(S)-6-Methoxy-2,10-dimethyl-7-(6-(3-(piperidin-1-yl)propoxy)pyridin-3-yl)-9,10-Dihydro-8-oxa-2,4,10a-triazanaphtho[2,1,8-cde]azulene-1(2H)-one COC=1C=C2N=CC=3N(C(N4[C@H](COC(=C2C34)C1C=1C=NC(=CC1)OCCCN1CCCCC1)C)=O)C